2-Hydroxy-6-(prop-1-yn-1-yl)-1-naphthaldehyde OC1=C(C2=CC=C(C=C2C=C1)C#CC)C=O